C(C)O[Si](CCCCN)(OCC)OCC 4-triethoxysilylbutan-1-amine